(3R)-N-[5-(2,5-dichlorophenyl)-1H-indazol-3-yl]piperidine-3-carboxamide hydrochloride Cl.ClC1=C(C=C(C=C1)Cl)C=1C=C2C(=NNC2=CC1)NC(=O)[C@H]1CNCCC1